2,2',2''-{10-[1-ethoxy-3-(4-{2-[2-(2-ethoxyethoxy)ethoxy]ethoxy}phenyl)-1-oxopropan-2-yl]-1,4,7,10-tetraazacyclododecane-1,4,7-triyl}triacetic acid C(C)OC(C(CC1=CC=C(C=C1)OCCOCCOCCOCC)N1CCN(CCN(CCN(CC1)CC(=O)O)CC(=O)O)CC(=O)O)=O